C(C)(=O)N(C=1C(=C(C(=O)O)C=CC1S(=O)(=O)C)Cl)OC 3-[acetyl-(methoxy)amino]-2-chloro-4-methylsulfonyl-benzoic acid